2,4,6-trichlorophenyl 5-acetyl-2,3,4,5-tetrahydropyrido[3,2-b][1,4]oxazepine-8-carboxylate C(C)(=O)N1C2=C(OCCC1)C=C(C=N2)C(=O)OC2=C(C=C(C=C2Cl)Cl)Cl